C1(=C(C=CC=C1)NC1=CC=CC2=C1OC1=C2C=CC=C1)C N-(o-tolyl)dibenz[b,d]furan-4-amine